6-Bromo-N-(1-methylpiperidin-4-yl)-2-{4-[4-(pyridin-2-ylmethyl)piperazin-1-yl]phenyl}-3H-imidazo[4,5-b]pyridin-7-amine BrC=1C(=C2C(=NC1)NC(=N2)C2=CC=C(C=C2)N2CCN(CC2)CC2=NC=CC=C2)NC2CCN(CC2)C